benzyl (4S,5R)-5-isopropyl-1,3,2-dioxathiolane-4-carboxylate 2-oxide C(C)(C)[C@@H]1[C@H](OS(O1)=O)C(=O)OCC1=CC=CC=C1